ClC1=CC(=NC=C1C(=O)NC[C@H](C(C)(C)O)F)Cl (R)-4,6-dichloro-N-(2-fluoro-3-hydroxy-3-methylbutyl)nicotinamide